N-[7-benzyloxy-5-fluoro-6-(1,1,4-trioxo-1,2,5-thiadiazolidin-2-yl)-2-naphthyl]-2-[4-[[1-(2,6-dibenzyloxy-3-pyridyl)-3-methyl-2-oxo-benzimidazol-5-yl]amino]-3-fluoro-phenyl]acetamide C(C1=CC=CC=C1)OC1=C(C(=C2C=CC(=CC2=C1)NC(CC1=CC(=C(C=C1)NC1=CC2=C(N(C(N2C)=O)C=2C(=NC(=CC2)OCC2=CC=CC=C2)OCC2=CC=CC=C2)C=C1)F)=O)F)N1S(NC(C1)=O)(=O)=O